8-chloro-N-(oxetan-3-yl)-1-[trans-4-(pyridin-2-yloxy)cyclohexyl]-5,6-dihydro-4H-[1,2,4]triazolo[4,3-a][1]benzazepine-5-amine ClC=1C=CC2=C(CC(CC=3N2C(=NN3)[C@@H]3CC[C@H](CC3)OC3=NC=CC=C3)NC3COC3)C1